2-amino-4-(2-(2,4-difluorophenoxy)-5-(ethylsulfonylamino)phenyl)-6-methylpyridine 1-oxide NC1=[N+](C(=CC(=C1)C1=C(C=CC(=C1)NS(=O)(=O)CC)OC1=C(C=C(C=C1)F)F)C)[O-]